BrC=1C(=C(C(=CC1)F)C1=NC=2C=NNC2C=2C=NN3CCCN1C23)Cl 8-(3-bromo-2-chloro-6-fluoro-phenyl)-3,4,7,9,13,14-hexazatetracyclo[7.6.1.02,6.013,16]hexadeca-1(16),2(6),4,7,14-pentaene